iron oxo hydroxide O(O)O.[Fe]